6-[4-(dimethylamino)phenyl]-N-(1-hydroxypropan-2-yl)-3-oxo-2-(pyridin-3-yl)-2,3-dihydropyridazine-4-carboxamide CN(C1=CC=C(C=C1)C=1C=C(C(N(N1)C=1C=NC=CC1)=O)C(=O)NC(CO)C)C